C12C(C(C(C3C4CCC(C13)C4)C2)CO)CO decahydro-1,4:5,8-dimethanonaphthalenedimethanol